C(C)[C@H]1[C@H]([C@H]2[C@@H]3CC[C@H]([C@@H](CCC(=O)OC)C)[C@]3(CC[C@@H]2[C@]2(CC[C@H]([C@@H]([C@@H]12)F)O)C)C)O[Si](C)(C)C Methyl 6α-ethyl-4β-fluoro-7α-trimethylsiloxy-3α-hydroxyl-5β-cholan-24-oate